CC1=C(C#N)C=CC=C1[C@@H](C)NC1=NN=C(C=2C1=CN(C(C2)=O)C2(CC2)C)N2CCN(CC2)C (R)-2-methyl-3-(1-((6-(1-methylcyclopropyl)-1-(4-methylpiperazin-1-yl)-7-oxo-6,7-dihydropyrido[3,4-d]pyridazin-4-yl)amino)ethyl)benzonitrile